COC1(CC(C1)(C1=NN=CN1C)C=1C=C(C=CC1)N1C(C2=CC(=CC(=C2C1)C(F)(F)F)CNC1(CCC1)C)=O)C 2-(3-(3-methoxy-3-methyl-1-(4-methyl-4H-1,2,4-triazol-3-yl)cyclobutyl)phenyl)-6-(((1-methylcyclobutyl)amino)methyl)-4-(trifluoromethyl)isoindolin-1-one